C1=CC=CC=2C3=CC=CC=C3C(C12)COC(=O)N[C@@H](CCCCNC(=O)OC(C)(C)C)C(=O)O N2-(((9H-fluoren-9-yl)methoxy)carbonyl)-N6-(tert-butoxycarbonyl)-L-lysine